C(C)(C)(C)C1=NC(=NO1)C(=O)NCC1=C(C=C(C=C1)C1=NC=NN2C1=CC(=C2)C2=CC=C(C=C2)C=O)OC 5-(tert-butyl)-N-(4-(6-(4-formylphenyl)pyrrolo[2,1-f][1,2,4]triazin-4-yl)-2-methoxybenzyl)-1,2,4-oxadiazole-3-carboxamide